1-methyl-1,2,3,4-tetrahydroquinoxaline CN1CCNC2=CC=CC=C12